O=C1CCCC2=C1C(=C(O2)C(=O)OCC)C(F)(F)F ethyl 4-oxo-3-(trifluoromethyl)-4,5,6,7-tetrahydro-1-benzofuran-2-carboxylate